9,10-dihydroxy-octadecanoic acid OC(CCCCCCCC(=O)O)C(CCCCCCCC)O